OC1=C(C(=C(O)C=C1)C(C1=CC=CC=C1)=O)O hydroxy-benzoyl-resorcinol